3-[2-pyridyl]pyrazole N1=C(C=CC=C1)C1=NNC=C1